N(=O)C(C(O)=O)(C)C1=CC=C(CC(C)C)C=C1 nitrosoibuprofen